C(C)(C)(C)OC(=O)N1C=C(C2=CC(=CC=C12)C1=CC(=CC=C1)CN)COC1=C(C=CC=C1)CC(=O)OCC 5-(3-(aminomethyl)phenyl)-3-((2-(2-ethoxy-2-oxoethyl)phenoxy)methyl)-1H-indole-1-carboxylic acid tert-butyl ester